ClC1=C(C=CC=C1)C1=NOC(=C1C1=NC=CC=N1)C=1C=NN(C1C)C1CC(C1)(O)C (1R,3S)-3-{4-[3-(2-chlorophenyl)-4-(pyrimidin-2-yl)-1,2-oxazol-5-yl]-5-methyl-1H-pyrazol-1-yl}-1-methylcyclobutan-1-ol